[N+](=O)([O-])N nitrylamine